(S)-2-((S)-3-(4,4-bis(4-hydroxyphenyl)pentanamido)-4-(tert-butoxy)-4-oxobutanamido)pent-4-ynoic acid OC1=CC=C(C=C1)C(CCC(=O)N[C@@H](CC(=O)N[C@H](C(=O)O)CC#C)C(=O)OC(C)(C)C)(C)C1=CC=C(C=C1)O